ClCC=1C=C(C(=O)Cl)C=CC1 3-(chloromethyl)benzoyl chloride